4-methyl-3-(trifluoromethyl)-1H-pyrazole-5-carboxylic acid methyl ester COC(=O)C1=C(C(=NN1)C(F)(F)F)C